O(C#N)C1=CC=C(C=C1)C(C)(C)C1=CC=C(C=C1)OC#N 2,2-Bis(4-cyanatophenyl)propane